N-(2-(tert-butoxy)-5-(4-(4-((5-(tert-butyl)-1,3,4-thiadiazol-2-yl)oxy)phenyl)piperidine-1-carbonyl)phenyl)-1-phenylmethanesulfonamide C(C)(C)(C)OC1=C(C=C(C=C1)C(=O)N1CCC(CC1)C1=CC=C(C=C1)OC=1SC(=NN1)C(C)(C)C)NS(=O)(=O)CC1=CC=CC=C1